(2-chloro-5-methoxy-4-methyl-phenyl)boronic acid ClC1=C(C=C(C(=C1)C)OC)B(O)O